Tert-butyl 2-(1-benzyl-3,3-difluoropiperidin-4-yl)-2,7-diazaspiro[3.5]nonane-7-carboxylate C(C1=CC=CC=C1)N1CC(C(CC1)N1CC2(C1)CCN(CC2)C(=O)OC(C)(C)C)(F)F